4-[3-(4-chloro-6-methoxy-1,5-dimethyl-1H-indole-2-amido)oxetan-3-yl]-3-methylbenzoic acid ClC1=C2C=C(N(C2=CC(=C1C)OC)C)C(=O)NC1(COC1)C1=C(C=C(C(=O)O)C=C1)C